2-cyano-3-(6-(piperidin-1-yl)naphthalen-2-yl)acrylamide C(#N)C(C(=O)N)=CC1=CC2=CC=C(C=C2C=C1)N1CCCCC1